C(C)(C)(C)OC(=O)N1[C@@H]2[C@H](C[C@H]([C@H]1C(=O)O)CC2)CC2CC2 (1S,3S,4R,6S)-2-(tert-Butoxycarbonyl)-6-(cyclopropylmethyl)-2-azabicyclo[2.2.2]octane-3-carboxylic acid